C(C)C(COC(CCSC1=C(C=C(C=C1)C=O)O)=O)CCCC.OC(C)C1=CC=C(C=C1)C(=O)N1CC(C1)OC (4-(1-hydroxyethyl)phenyl)(3-methoxyazetidin-1-yl)methanone 2-ethylhexyl-3-(4-formyl-2-hydroxy-phenyl)sulfanylpropanoate